benzo[1,2-b:3,4-b':5,6-b'']trithiophene-2,5,8-trialdehyde S1C2=C(C=C1C=O)C=1SC(=CC1C=1SC(=CC12)C=O)C=O